benzyl (R)-1-((perfluorophenyl)sulfonyl)azetidine-2-carboxylate FC1=C(C(=C(C(=C1F)F)F)F)S(=O)(=O)N1[C@H](CC1)C(=O)OCC1=CC=CC=C1